FC1(CCNCC1)F 4,4-difluoro-piperidine